5-((3R)-3-((4-(8-azabicyclo[3.2.1]octan-3-yl)pyridin-2-yl)oxy)pyrrolidin-1-yl)-4-chloropyridazin-3(2H)-one C12CC(CC(CC1)N2)C2=CC(=NC=C2)O[C@H]2CN(CC2)C2=C(C(NN=C2)=O)Cl